COC1=C(C=C2C(=CC=NC2=C1)OC=1C=CC(=NC1)NC(=O)C1(CC1)C(=O)O)C(NC)=O 1-((5-((7-methoxy-6-(methylcarbamoyl)quinolin-4-yl)oxy)pyridin-2-yl)carbamoyl)cyclopropane-1-carboxylic acid